3-Methyl-1-(3-pyridylmethyl)-6-(3,4,5-trifluorophenyl)imidazo[4,5-b]pyridin CN1CN(C=2C1=NC=C(C2)C2=CC(=C(C(=C2)F)F)F)CC=2C=NC=CC2